6,6-difluoro-N-(5-fluoro-2-(methoxy-d3)-6-(trifluoromethyl)pyridin-3-yl)-1-tosyl-4,5,6,7-tetrahydro-1H-indole-3-sulfonamide FC1(CCC=2C(=CN(C2C1)S(=O)(=O)C1=CC=C(C)C=C1)S(=O)(=O)NC=1C(=NC(=C(C1)F)C(F)(F)F)OC([2H])([2H])[2H])F